C1(CCCC1)OCC1C(NCC2=C(N1)C=CC=C2)=O 2-((cyclopentyloxy)methyl)-1,2,4,5-tetrahydro-3H-benzo[e][1,4]diazepin-3-one